C1(=CC=C(C=C1)N(C1=CC=2C(C3=CC=CC=C3C2C=C1)(C)C)C1=CC=C(C=C1)C1=CC=C2C=3C=CC=CC3C3(C=4C=CC=CC4C4=C(SC(=C43)C4=CC=CC=C4)C4=CC=CC=C4)C2=C1)C1=CC=CC=C1 N-{[1,1'-Biphenyl]-4-yl}-N-(4-{1',3'-diphenylspiro[fluorene-9,8'-indeno[1,2-c]thiophene]-7-yl}phenyl)-9,9-dimethyl-9H-fluorene-2-amine